4-[3-[2,6-Dichloro-4-[(2R,3R)-3-methoxy-2-methylazetidin-1-yl]benzoyl]-2,4-dihydro-1,3-benzoxazin-8-yl]-5-fluoro-2-(3-oxa-8-azabicyclo[3.2.1]oct-8-yl)benzoic acid ClC1=C(C(=O)N2COC3=C(C2)C=CC=C3C3=CC(=C(C(=O)O)C=C3F)N3C2COCC3CC2)C(=CC(=C1)N1[C@@H]([C@@H](C1)OC)C)Cl